N-(4-(4-methyl-3-oxopiperazin-1-yl)benzyl)-4,9-dioxo-4,9-dihydrothiazolo[5,4-g]isoquinoline-2-carboxamide CN1C(CN(CC1)C1=CC=C(CNC(=O)C=2SC=3C(C=4C=CN=CC4C(C3N2)=O)=O)C=C1)=O